(S)-9-[3-(4,4'-dimethoxytrityl)-2-hydroxypropyl]-N2-acetyl-guanine COC1=CC=C(C(C2=CC=C(C=C2)OC)(C2=CC=CC=C2)C[C@@H](CN2C=3N=C(NC(C3N=C2)=O)NC(C)=O)O)C=C1